5-isothiocyanato-3-(trifluoromethyl)pyridine-2-carbonitrile N(=C=S)C=1C=C(C(=NC1)C#N)C(F)(F)F